6,7-dimethoxy-4-(4-nitrophenyloxy)quinoline tert-butyl-4-(6-(8-fluoro-2-methylimidazo[1,2-a]pyridine-6-carboximidamido)pyridin-3-yl)-2,2-dimethylpiperazine-1-carboxylate C(C)(C)(C)OC(=O)N1C(CN(CC1)C=1C=NC(=CC1)NC(=N)C=1C=C(C=2N(C1)C=C(N2)C)F)(C)C.COC=2C=C1C(=CC=NC1=CC2OC)OC2=CC=C(C=C2)[N+](=O)[O-]